N-(1-ethylcyclopropyl)-6-methyl-4-[(1-methylcyclopropyl)amino]furo[2,3-d]pyrimidine-5-carboxamide C(C)C1(CC1)NC(=O)C1=C(OC=2N=CN=C(C21)NC2(CC2)C)C